OC([C@H]1N(CCC1)C(CNC(=O)C1=CC=NC2=CC=CC=C12)=O)C1=NOC(=N1)C (S)-N-(2-(2-(hydroxy(5-methyl-1,2,4-oxadiazol-3-yl)methyl)pyrrolidin-1-yl)-2-oxoethyl)quinoline-4-carboxamide